[Ca].O=C[C@@H](O)[C@@H](O)[C@H](O)[C@H](O)CO mannose calcium salt